(2-(3-((2-(difluoromethoxy)-6-methylpyridin-3-yl)carbamoyl)-3-(2-isopropylphenyl)azetidin-1-yl)ethyl)glycine FC(OC1=NC(=CC=C1NC(=O)C1(CN(C1)CCNCC(=O)O)C1=C(C=CC=C1)C(C)C)C)F